1-(5Z,8Z,11Z,14Z-eicosatetraenoyl)-2-octadecanoyl-glycero-3-phosphoserine CCCCCCCCCCCCCCCCCC(=O)O[C@H](COC(=O)CCC/C=C\C/C=C\C/C=C\C/C=C\CCCCC)COP(=O)(O)OC[C@@H](C(=O)O)N